C(#N)C1=NC=C(C(=C1)C1=CC=2N(C=C1)N=C(C2)NC(=O)C2CC2)OC[C@@H]2CN(CCC2)C (S)-N-(5-(2-cyano-5-((1-methylpiperidin-3-yl)methoxy)pyridin-4-yl)pyrazolo[1,5-a]pyridin-2-yl)cyclopropanecarboxamide